Cl.C(C)(=O)[C@@]1(CC=2C(=C3C(C=4C=CC=C(C4C(C3=C(C2[C@H](C1)O[C@@H]1O[C@H]([C@H]([C@H](C1)N)O)C)O)=O)OC)=O)O)O (8s,10s)-8-acetyl-10-(((2r,4s,5s,6s)-4-amino-5-hydroxy-6-methyltetrahydro-2H-pyran-2-yl)oxy)-6,8,11-trihydroxy-1-methoxy-7,8,9,10-tetrahydronaphthacene-5,12-dione hydrochloride